F[B-](F)(F)F.C(CN)N ethylenediamine tetrafluoroborate